3-benzyl-1-((3-(piperidin-1-yl)propyl)amino)-5H-pyrido[4,3-b]indole-7-carbonitrile C(C1=CC=CC=C1)C1=CC=2NC=3C=C(C=CC3C2C(=N1)NCCCN1CCCCC1)C#N